(3-(2-aminoquinazolin-7-yl)-2,4-difluorophenyl)-2,5-dichlorobenzenesulfonamide NC1=NC2=CC(=CC=C2C=N1)C=1C(=C(C=CC1F)C=1C(=C(C=C(C1)Cl)S(=O)(=O)N)Cl)F